C(C)N1C(NC2=C(C1=O)N=CC(=C2)CN2CCN(CC2)C=2C=CCN(C2C(F)(F)F)C)=O 5-(4-((3-ethyl-2,4-dioxo-1,2,3,4-tetrahydropyrido[3,2-d]pyrimidin-7-yl)methyl)piperazin-1-yl)-N-methyl-6-(trifluoromethyl)pyridine